C(CC)[C@@H]1CC[C@H](CC1)C1=CC=C(C=C1)S(=O)F 4-(trans-4'-propylcyclohexyl)phenylsulfinyl fluoride